4-Ethoxy-1-(4-fluorophenyl)-N-(3-(isoquinolin-6-yl)-4-methylphenyl)-2-oxo-1,2-dihydropyridine-3-carboxamide C(C)OC1=C(C(N(C=C1)C1=CC=C(C=C1)F)=O)C(=O)NC1=CC(=C(C=C1)C)C=1C=C2C=CN=CC2=CC1